O1COCOCOC1 1,3,5,7-tetraoxacyclooctane